C(C)(C)(C)C1=C(C(=CC=C1)C1=CC=C(C=C1)CN1C(=C(C2=CC(=CC=C12)C(N[C@@H](C)C1CCNCC1)=O)C)C)C(=O)O.N1CCCCC1 piperidine ((S)-tert-butyl-4'-((2,3-dimethyl-5-((1-(piperidin-4-yl)ethyl)carbamoyl)-1H-indol-1-yl)methyl)-[1,1'-biphenyl]-2-carboxylate)